CNC(CC)NC(=O)C1OCCC1 N-methyl-N'-tetrahydrofuranformyl-propanediamine